(5-methyl-1-((2-(trimethylsilyl)ethoxy)methyl)-1H-imidazol-4-yl)methanol CC1=C(N=CN1COCC[Si](C)(C)C)CO